CN1N=CC=2C1=NC(=CC2N2CC1=C(CC2)N(N=C1C)CC12CCC(CC1)(CC2)N2C[C@H](O[C@@H](C2)C)C)C (2R,6R)-4-(4-((5-(1,6-dimethyl-1H-pyrazolo[3,4-b]pyridin-4-yl)-3-methyl-4,5,6,7-tetrahydro-1H-pyrazolo[4,3-c]pyridin-1-yl)methyl)bicyclo[2.2.2]oct-1-yl)-2,6-dimethylmorpholine